tetradeca-2,6,10-triene-4-yne-8,14-diol CC=CC#CC=CC(CC=CCCCO)O